NC1=CC=C(C=C1)C1=CC=C(C=C1)C=O 4'-AMINO-BIPHENYL-4-CARBALDEHYDE